COC(C1=CC(=C(C=C1)CC(CC1=C(C=C(C=C1)Cl)C(F)(F)F)[N+](=O)[O-])O)=O 4-(3-(4-chloro-2-(trifluoromethyl)phenyl)-2-nitropropyl)-3-hydroxybenzoic acid methyl ester